COCCN1N=CC=2C1=NC(=CN2)N2C[C@H](C[C@H](C2)COC=2C(=NC=CC2)C(F)(F)F)C 1-(2-Methoxyethyl)-6-((3S,5R)-3-methyl-5-(((2-(trifluoromethyl)pyridin-3-yl)oxy)methyl)piperidin-1-yl)-1H-pyrazolo[3,4-b]pyrazine